METHYL-4-ISOCYANO-3-(TRIFLUOROMETHOXY)-BENZOATE COC(C1=CC(=C(C=C1)[N+]#[C-])OC(F)(F)F)=O